N-ethylimidazole lactate C(C(O)C)(=O)O.C(C)N1C=NC=C1